6-(4-((1H-indazol-5-yl)amino)pyrimidin-2-yl)N-(pyrazin-2-yl)-1H-indole-2-carboxamide N1N=CC2=CC(=CC=C12)NC1=NC(=NC=C1)C1=CC=C2C=C(NC2=C1)C(=O)NC1=NC=CN=C1